3-trifluoroacetamidopropyl 2-acetamido-3-O-acetyl-6-O-benzyl-2-deoxy-β-D-glucopyranoside C(C)(=O)N[C@H]1[C@H](OCCCNC(C(F)(F)F)=O)O[C@@H]([C@H]([C@@H]1OC(C)=O)O)COCC1=CC=CC=C1